FC1=CC=CC=2N(C(=NC21)C2=NON=C2C)CC=2C=NC=CC2 3-[4-fluoro-1-(pyridin-3-ylmethyl)benzoimidazol-2-yl]-4-methyl-1,2,5-oxadiazole